1,2,4-triphenyl-2-(4-(trifluoromethyl)phenyl)butane-1,4-dione C1(=CC=CC=C1)C(C(CC(=O)C1=CC=CC=C1)(C1=CC=C(C=C1)C(F)(F)F)C1=CC=CC=C1)=O